α-methylimino-(2-o-methylphenyl)acetic acid CN=C(C(=O)O)C1=C(C=CC=C1)C